8-(1-((2R,4S)-1-acryloyl-2-methylpiperidin-4-yl)-6-fluoro-8-methyl-4-((S)-1-((S)-1-methylpyrrolidin-2-yl)ethoxy)-1H-[1,2,3]triazolo[4,5-c]quinolin-7-yl)-1-naphthonitrile C(C=C)(=O)N1[C@@H](C[C@H](CC1)N1N=NC=2C(=NC=3C(=C(C(=CC3C21)C)C=2C=CC=C1C=CC=C(C21)C#N)F)O[C@@H](C)[C@H]2N(CCC2)C)C